iodophenyl-1-ethanethione ICC(=S)C1=CC=CC=C1